FC1=C(C=CC(=C1)C(F)(F)F)COC1CN(C1)C(=O)N1C[C@H]2[C@H](CCC=3N=NNC32)C1 (-)-[3-[[2-Fluoro-4-(trifluoromethyl)phenyl]methoxy]azetidin-1-yl]-[(5aS,8aR)-4,5,5a,6,8,8a-hexahydro-1H-pyrrolo[3,4-e]benzotriazol-7-yl]methanon